CC(C#CC(SC)=O)(C)N(CCOCC=1C=NC=CC1)C S-methyl 4-methyl-4-[methyl-[2-(3-pyridylmethoxy)ethyl]amino]pent-2-ynethioate